3-((3-methacrylamidopropyl)-dimethylammonio)propane-1-sulfonate C(C(=C)C)(=O)NCCC[N+](CCCS(=O)(=O)[O-])(C)C